methyl-2-chloro-5-(5-{[({[1-(4-chloro-3-fluorophenyl)-3-methyl-1H-1,2,4-triazol-5-yl]methyl}carbamoyl) amino]methyl}-1H-1,2,4-triazol-1-yl)benzoate COC(C1=C(C=CC(=C1)N1N=CN=C1CNC(NCC1=NC(=NN1C1=CC(=C(C=C1)Cl)F)C)=O)Cl)=O